FC1=C2C=CN(C2=C(C=C1)C)C1=CC(=CC=C1)N1CCN(CC1)C(COC)=O 4-fluoro-N-(3-(4-(2-methoxyacetyl)piperazin-1-yl)phenyl)-7-methyl-1H-indole